OC(CN1C(=NC=C1[N+](=O)[O-])C)C 1-(2-hydroxypropyl)-2-methyl-5-nitroimidazole